[Ca].C(\C=C\C(=O)O)(=O)OCC ethyl hydrogen fumarate calcium salt